3-(4-methoxyphenyl)-1H-1,2,4-triazole COC1=CC=C(C=C1)C1=NNC=N1